CN1CCN(CC1)C1=CC=C(C=N1)NC(=O)C=1C=C2C(=NC1)NC=C2C2=CC(=NC=C2)N2CCN(CC2)C N-(6-(4-methylpiperazin-1-yl)pyridin-3-yl)-3-(2-(4-methylpiperazin-1-yl)pyridin-4-yl)-1H-pyrrolo[2,3-b]pyridine-5-carboxamide